C(C)NC1CN(C1)C1=NC(=NC(=C1)C=1C=NN(C1)C(F)(F)F)N 4-(3-(ethylamino)azetidin-1-yl)-6-(1-(trifluoromethyl)-1H-pyrazol-4-yl)pyrimidin-2-amine